NC1=NC=CC=C1C1=NC=2C(=NC(=CC2)C2=CC=CC=C2)N1C1=CC=C(CN2CCC(CC2)NC(=O)C2=NC=NC(=C2)C#N)C=C1 N-(1-(4-(2-(2-aminopyridin-3-yl)-5-phenyl-3H-imidazo[4,5-b]pyridin-3-yl)benzyl)piperidin-4-yl)-6-cyanopyrimidine-4-carboxamide